phosphate monopotassium salt trihydrate O.O.O.[K+].P(=O)([O-])(O)O